NC1=CC=CC(=N1)CN1N=CC2=C(C1=O)N(C1=C2SC(=N1)C)C 6-((6-aminopyridin-2-yl)methyl)-2,4-dimethyl-4H-thiazolo[5',4':4,5]pyrrolo[2,3-d]pyridazin-5(6H)-one